CN1C(C(=CC(=C1)C(=O)N)C(=O)N)=O methyl-2-oxo-1,2-dihydropyridine-3,5-dicarboxamide